tetrahydroquinazolin-2-one N1C(NCC2CC=CC=C12)=O